C(CN([C@@H](CC(=O)O)C(=O)O)CC(=O)[O-])(=O)[O-] aspartic acid diacetate